O-(3,6-dioxadecyl)-glucopyranose C(COCCOCCCC)OC1[C@H](O)[C@@H](O)[C@H](O)[C@H](O1)CO